BrC1=C(CN2C3=NC=NC(=C3N=C2)N(C(OC(C)(C)C)=O)C(=O)OC(C)(C)C)C(=CC(=C1)Cl)OCCC[C@H](COC)N(C)C(=O)OC(C)(C)C tert-butyl (R)-(9-(2-bromo-6-((4-((tert-butoxycarbonyl)(methyl)amino)-5-methoxypentyl)oxy)-4-chlorobenzyl)-9H-purin-6-yl)(tert-butoxycarbonyl)carbamate